O=C1NC(CCC1N1C(C2=CC=C(C=C2C1=O)C#CCO)=O)=O 2-(2,6-dioxopiperidin-3-yl)-5-(3-hydroxyprop-1-yn-1-yl)isoindoline-1,3-dione